rac-(1S*,2S*)-2-(3-chlorophenyl)-N-(6-(((6-cyclopropyl-8-(3-hydroxyoxetan-3-yl)imidazo[1,2-a]pyridin-2-yl)methyl)amino)pyrimidin-4-yl)cyclopropane-1-carboxamide ClC=1C=C(C=CC1)[C@@H]1[C@H](C1)C(=O)NC1=NC=NC(=C1)NCC=1N=C2N(C=C(C=C2C2(COC2)O)C2CC2)C1 |r|